FC1=C2CN(CC2=CC=C1OC)C(CCC(=O)OCC)=O ethyl 4-(4-fluoro-5-methoxy-isoindolin-2-yl)-4-oxo-butanoate